5-fluoro-N-((3R,4R)-3-fluoro-1-(methylsulfonyl)piperidin-4-yl)-7-(2,3,6-trifluorophenyl)pyrrolo[2,1-f][1,2,4]triazin-2-amine FC=1C=C(N2N=C(N=CC21)N[C@H]2[C@@H](CN(CC2)S(=O)(=O)C)F)C2=C(C(=CC=C2F)F)F